C1(CC1)C(C)N1C(C=2C(=NC(=CC2C1)C1=C(N=C(S1)NC(C)=O)C)N1CC2(COC2)C1)=O N-(5-(2-(1-cyclopropylethyl)-3-oxo-4-(2-oxa-6-azaspiro[3.3]heptan-6-yl)-2,3-dihydro-1H-pyrrolo[3,4-c]pyridin-6-yl)-4-methylthiazol-2-yl)acetamide